FC(CN1[C@@H](C=2NC3=CC=CC=C3C2C[C@H]1C)C1=C(C=C(C=C1F)NC1CN(C1)CCCF)F)F N-[4-[(1R,3R)-2-(2,2-difluoroethyl)-3-methyl-1,3,4,9-tetrahydropyrido[3,4-b]indol-1-yl]-3,5-difluoro-phenyl]-1-(3-fluoropropyl)azetidin-3-amine